tert-butyl (R)-2-((1-(2-(4,4-dimethylpiperidin-1-yl)-6-methyl-4-oxo-3-vinyl-4H-chromen-8-yl)ethyl)amino)benzoate CC1(CCN(CC1)C=1OC2=C(C=C(C=C2C(C1C=C)=O)C)[C@@H](C)NC1=C(C(=O)OC(C)(C)C)C=CC=C1)C